ethyl 1-[2-[1-[(4-isopropylphenyl)methyl]-5-oxopyrrolidin-2-yl]acetyl]piperidine-2-carboxylate C(C)(C)C1=CC=C(C=C1)CN1C(CCC1=O)CC(=O)N1C(CCCC1)C(=O)OCC